B(OS(=O)(=O)C1=CC=C(C)C=C1)([O-])[O-] tosyl borate